FC(C=1C=C(C=CC1)/C=C/C=1C=C(C=CC1)C=1C(=NNN1)C#N)(F)F 5-{3-[(E)-2-(3-trifluoromethyl-phenyl)-vinyl]-phenyl}-2H-[1,2,3]triazole-4-carbonitrile